S1(NC=NC2=C1C=CC=C2)(=O)=O benzo[e][1,2,4]thiadiazine 1,1-dioxide